C(C)(C)(C)OOC1(CC(=CC=C1)OOC(C)(C)C)C(C)C 1,3-bis-tert-butylperoxycumene